isopropyl cumyl peroxide C(C)(C)(C1=CC=CC=C1)OOC(C)C